N1,N1,N2,N2-tetraethylethane-1,2-diamine C(C)N(CCN(CC)CC)CC